Br[C@@]1(O)[C@H](OC(C)=O)[C@@H](OC(C)=O)[C@H](OC(C)=O)[C@H](O1)C(=O)O 1-bromo-2,3,4-tri-O-acetyl-α-D-glucuronic acid